ethyl 4-(6-(2-chloro-4-fluoro-5-methoxyphenyl)-2,4-dioxo-1,4-dihydrothieno[3,2-d]pyrimidin-3(2H)-yl)isoquinoline-6-carboxylate ClC1=C(C=C(C(=C1)F)OC)C1=CC=2NC(N(C(C2S1)=O)C1=CN=CC2=CC=C(C=C12)C(=O)OCC)=O